6-bromo-4-(isopropylamino)pyrrolo[1,2-b]pyridazine-3-carboxylic acid BrC=1C=C2N(N=CC(=C2NC(C)C)C(=O)O)C1